2,7-bis(trimethylgermyl)-9H-carbazole C[Ge](C1=CC=2NC3=CC(=CC=C3C2C=C1)[Ge](C)(C)C)(C)C